FC1=C(C(=C(C2=C(C(=C(C(=C12)F)F)F)F)F)F)[B-](C1=C(C2=C(C(=C(C(=C2C(=C1F)F)F)F)F)F)F)(C1=C(C2=C(C(=C(C(=C2C(=C1F)F)F)F)F)F)F)C1=C(C2=C(C(=C(C(=C2C(=C1F)F)F)F)F)F)F.C[NH+](C1=CC=CC=C1)CCCCCCCCCCCCCCCC N-methyl-N-hexadecyl-anilinium tetrakis(perfluoronaphthalen-2-yl)borate